tert-butyl N-[(1S,2S)-1-[3-(3-fluorophenyl)-1,2,4-oxadiazol-5-yl]-2-methoxy-propyl]carbamate FC=1C=C(C=CC1)C1=NOC(=N1)[C@H]([C@H](C)OC)NC(OC(C)(C)C)=O